COC(=O)C=1C(=NC(=NC1)NC1=C(C=C(C(=C1)N)N(C)CCN(C)C)OC)C=1C=NC(=C(C1)C(N)=O)NC 2-((5-amino-4-((2-(dimethylamino)ethyl)(methyl)amino)-2-methoxyphenyl)amino)-4-(5-Carbamoyl-6-(methylamino)pyridin-3-yl)pyrimidine-5-carboxylic acid methyl ester